C1(CCCCC1)CNCC=1C=CC=2N(C1)C=C(N2)CNC(=O)C=2C=C1C=CC=CN1C(C2)=O N-[(6-{[(cyclohexylmethyl)amino]methyl}imidazo[1,2-a]pyridin-2-yl)methyl]-4-oxo-4H-quinolizine-2-carboxamide